ClC1=CC(=C(COC2=NC=CC(=N2)C2=CCN(CC2)C(=O)OC(C)(C)C)C=C1)F tert-butyl 4-(2-(4-chloro-2-fluorobenzyloxy) pyrimidin-4-yl)-5,6-dihydropyridine-1(2H)-carboxylate